4-(2-bromophenyl)-9,9-diphenyl-9H-fluoren BrC1=C(C=CC=C1)C1=CC=CC=2C(C3=CC=CC=C3C12)(C1=CC=CC=C1)C1=CC=CC=C1